C(N)(=S)[C@@H]1C[C@H](N(C1)C(=O)OC(C)(C)C)C(=O)OC 1-(tert-butyl) 2-methyl (2S,4R)-4-carbamothioylpyrrolidine-1,2-dicarboxylate